1-methyldiethoxysilyl-2-(diethylamino)(triethoxysilylpropylamino)methylsilylethylene C[Si](C(=CN(CC)CC)[SiH2]CNCCC[Si](OCC)(OCC)OCC)(OCC)OCC